tert-butyl (1S,3S,4S,5R)-3-(2-(tert-butoxycarbonyl)-2,7-diazaspiro[3.5]nonane-7-carbonyl)-5-hydroxy-2-azabicyclo[2.2.2]octane-2-carboxylate C(C)(C)(C)OC(=O)N1CC2(C1)CCN(CC2)C(=O)[C@H]2N([C@@H]1C[C@H]([C@H]2CC1)O)C(=O)OC(C)(C)C